BrC=1C=C(C=CC1OC)CCN 2-(3-bromo-4-methoxy-phenyl)ethanamine